C(CCCCCCC(=O)OCCCCCCCCCCC)(=O)OCCCCCCCCCCC di-undecyl suberate